tert-butoxycarbonyl-3-(4-bromobenzoyl)-2-methylindole C(C)(C)(C)OC(=O)C1=C2C(=C(NC2=CC=C1)C)C(C1=CC=C(C=C1)Br)=O